O(C1=CC=CC=C1)C(S(=O)(=O)NP(=O)(N)N)OC1=CC=CC=C1 diphenoxymethanesulfonyl-phosphoramide